FC=1C(=NC(=C(C1)F)C1=C(C=C(C=C1)C(F)(F)F)F)C(=O)OC Methyl 3,5-difluoro-6-(2-fluoro-4-(trifluoromethyl) phenyl)picolinate